N1=C(CC(C=C1)(C(=O)O)C(=O)O)C1=NC=CC=C1 2,2-bipyridine-4,4-dicarboxylic acid